COC=1C=2C=3N(C(=NC2C=CC1)NC=1C(N=CC=NC1)=O)N=C(N3)C3=CC=C(C=C3)OC (6R)-6-{[10-methoxy-2-(4-methoxyphenyl)[1,2,4]triazolo[1,5-c]quinazolin-5-yl]amino}-1,4-diazepin-5-one